CN1CCN(CC1)CCC[Si](C1=CC=C(C=C)C=C1)(C)C 4-[[3-(4-methylpiperazine-1-yl)propyl]dimethylsilyl]styrene